1-(6-Isopropyl-4-((2R,3S)-2-methyl-3-((methylsulfonyl)methyl)azetidin-1-yl)pyridin-2-yl)-6-(4-methoxypyridin-3-yl)-4-(trifluoromethyl)-1H-pyrazolo[4,3-c]pyridine C(C)(C)C1=CC(=CC(=N1)N1N=CC=2C(=NC(=CC21)C=2C=NC=CC2OC)C(F)(F)F)N2[C@@H]([C@H](C2)CS(=O)(=O)C)C